BrC1=CC=2C3(C4=CC=CC=C4C2C=C1)C1=CC=CC=C1C(C=1C=CC=CC13)(C)C 2'-bromo-10,10-dimethyl-10H-spiro[anthracene-9,9'-fluorene]